FC1=C(C=CC(=C1)OC1CCN(CC1)C)NC1=NC2=CC=CC=C2C=N1 2-((2-fluoro-4-((1-methylpiperidin-4-yl)oxy)phenyl)amino)quinazolin